N-((2S)-1-(((1R)-1-(6-(4-(2-(4-isobutylphenyl)propanamido)butyl)-4,8-dioxo-1,3,6,2-dioxazaborocan-2-yl)-3-methylbutyl)amino)-1-oxo-3-phenylpropan-2-yl)pyrazine-2-carboxamide C(C(C)C)C1=CC=C(C=C1)C(C(=O)NCCCCN1CC(OB(OC(C1)=O)[C@H](CC(C)C)NC([C@H](CC1=CC=CC=C1)NC(=O)C1=NC=CN=C1)=O)=O)C